BrC1=CC=C(C=C1)S(=O)(=O)NC1=CC=C(C(=O)NC2=C(C(=CC=C2)C)C)C=C1 4-((4-bromophenyl)sulfonamido)-N-(2,3-dimethylphenyl)benzamide